C(CCCC)OOCCCCC diamyl peroxide